O1[C@H](COCC1)COC1=CC=C(C=C1)C#CC1=C2C=C(N=CC2=C(N=C1)NC)NC(=O)C1CC1 (R)-N-(5-((4-((1,4-dioxan-2-yl)methoxy)phenyl)ethynyl)-8-(methylamino)-2,7-naphthyridin-3-yl)cyclopropanecarboxamide